6-[3-(2-dispiro[2.0.2.1]hept-7-ylethoxy)pyrazol-1-yl]pyridine-3-carboxamide (trifluoroacetate) FC(C(=O)O)(F)F.C1CC12C1(CC1)C2CCOC2=NN(C=C2)C2=CC=C(C=N2)C(=O)N